C(C)OC(=O)C1N(C(CC1)=O)CC#CBr 1-(3-bromoprop-2-yn-1-yl)-5-oxopyrrolidine-2-carboxylic acid ethyl ester